ClC=1C=C(C=CC1OCC1=NC=C(C=C1C)C)NC1=NC=CC(=N1)C=1C=C(C2=C(N(C(=N2)C)C(C)C)C1)F N-(3-chloro-4-((3,5-dimethylpyridin-2-yl)methoxy)phenyl)-4-(4-fluoro-1-isopropyl-2-methyl-1H-benzimidazol-6-yl)pyrimidin-2-amine